(3-FORMYL-PYRAZIN-2-YL)-CARBAMIC ACID TERT-BUTYL ESTER C(C)(C)(C)OC(NC1=NC=CN=C1C=O)=O